CN(C)CCOCCOCCOCCOCC(=O)NC1=CC=C(C=C1)NC1=NC=C(C(=N1)NCC1=CC(=CC=C1)S(=O)(=O)C)C(F)(F)F 2-methyl-N-(4-((4-((3-(methylsulfonyl)benzyl)amino)-5-(trifluoromethyl)pyrimidin-2-yl)amino)phenyl)-5,8,11,14-tetraoxa-2-azahexadecan-16-amide